ClC1(CC1)C(CN1C=NC=C1C#N)(CC1=C(C(=CC=C1)Cl)F)O 3-[2-(1-chlorocyclopropaneyl)-3-(3-chloro-2-fluoro-phenyl)-2-hydroxy-propyl]imidazole-4-carbonitrile